C(C)(C)(C)[Si](O[C@@H]1C[C@H](N(C1)C(=O)OC(C)(C)C)C(=O)OC)(C)C 1-tert-butyl 2-methyl (2S,4R)-4-[(tertbutyldimethylsilyl)oxy]pyrrolidine-1,2-dicarboxylate